iodonium hexafluoroantimonate salt F[Sb-](F)(F)(F)(F)F.[IH2+]